CC1=CC=C(N=N1)C(=O)O 6-methyl-1,2-diazine-3-carboxylic acid